5-Cyano-N-[2-(4,4-dimethylcyclohexen-1-yl)-6-[1,5-dimethyl-8-oxabicyclo[3.2.1]oct-2-en-3-yl]-1-oxido-pyridin-1-ium-3-yl]-1H-imidazole-2-carboxamide C(#N)C1=CN=C(N1)C(=O)NC=1C(=[N+](C(=CC1)C1=CC2(CCC(C1)(O2)C)C)[O-])C2=CCC(CC2)(C)C